S1(CCCC1)(=O)=O tetrahydrothiophene 1,1-diOxide